2-{4-[(methoxycarbonyl)(2,2,2-trifluoroethyl)amino]piperidin-1-yl}-6-azaspiro[3.4]octane-6-carboxylic acid ethyl ester C(C)OC(=O)N1CC2(CC(C2)N2CCC(CC2)N(CC(F)(F)F)C(=O)OC)CC1